C(C)(C)(C)OC(=O)N1[C@@H](COCC1)C=1C=C(C=C2CCN(CC12)C(=O)N1CCC(CC1)F)C=1C=C2C(=NC1)NC=C2C (R)-3-(2-(4-fluoropiperidine-1-carbonyl)-6-(3-methyl-1H-pyrrolo[2,3-b]pyridin-5-yl)-1,2,3,4-tetrahydroisoquinolin-8-yl)morpholine-4-carboxylic acid tert-butyl ester